tert-butyl 5-(4-chlorophenyl)-4,5-dihydro-1H-pyrazole-1-carboxylate ClC1=CC=C(C=C1)C1CC=NN1C(=O)OC(C)(C)C